1-Acetylpiperazine C(C)(=O)N1CCNCC1